ClC1=C(C=CC(=C1)Cl)/C/1=C(/C2=C(OCC1)C=C(C=C2)C(=O)OC)\C2=CC=C(C=C2)O[C@@H]2CN(CC2)CC=CC(=O)N(C)C Methyl (S,E)-4-(2,4-dichlorophenyl)-5-(4-((1-(4-(dimethylamino)-4-oxobut-2-en-1-yl)pyrrolidin-3-yl)oxy)phenyl)-2,3-dihydrobenzo[b]oxepine-8-carboxylate